CS(=O)(=O)C1=CC=C(C(=N)N)C=C1 4-methylsulfonyl-benzamidine